tert-Butyl 7-(hydroxymethyl)-4,5-dihydro-1H-benzo[d]azepine-3(2H)-carboxylate OCC1=CC2=C(CCN(CC2)C(=O)OC(C)(C)C)C=C1